3-methoxy-5-(4,4,5,5-tetramethyl-1,3,2-dioxaborolan-2-yl)benzamide COC=1C=C(C(=O)N)C=C(C1)B1OC(C(O1)(C)C)(C)C